(R)-4-(Azetidine-1-carbonyl)-azepan N1(CCC1)C(=O)[C@H]1CCNCCC1